FC1=CC=2N(C=C1)C(=CN2)C(=O)OCC ethyl 7-fluoroimidazo[1,2-a]pyridine-3-carboxylate